4-chloro-6-(4-fluoropiperidin-1-yl)-2-(methylsulfanyl)pyrimidine ClC1=NC(=NC(=C1)N1CCC(CC1)F)SC